O[C@@]1([C@@H](CCC1)CN1C(N(C2=C1C=C(C=C2)[N+](=O)[O-])C)=O)C 3-[[(1s,2s)-2-hydroxy-2-methyl-cyclopentyl]methyl]-1-methyl-5-nitro-benzimidazol-2-one